C(#N)C=1C=C2N(CCN(C2=CC1C=1C=NN(C1)C)C(=O)NC)C1=C2C=C(C(N(C2=CC(=C1)OC)C)=O)C 6-cyano-4-(7-methoxy-1,3-dimethyl-2-oxo-1,2-dihydroquinolin-5-yl)-N-methyl-7-(1-methyl-1H-pyrazol-4-yl)-3,4-dihydroquinoxaline-1(2H)-carboxamide